C(C)N1N=C(C2=NC(=CC(=C21)C(C#N)(C)C)N2[C@@H](COCC2)C)C2=NN(C=C2)C2OCCCC2 2-(1-Ethyl-5-((R)-3-methylmorpholino)-3-(1-(tetrahydro-2H-pyran-2-yl)-1H-pyrazol-3-yl)-1H-pyrazolo[4,3-b]pyridin-7-yl)-2-methylpropanenitrile